C(C)C(COC(=O)C1CCC(CC1)C(=O)OCC(CCCC)CC)CCCC DI(2-ETHYLHEXYL)CYCLOHEXANE-1,4-DICARBOXYLATE